C(C=C)(=O)NC=1C=CC(=C(C1)CC(=O)O)C(N(C)CC1=CC=CC=C1)=O 2-(5-acrylamido-2-(benzyl(methyl)carbamoyl)phenyl)acetic acid